C(CCCCCCCCCCC)(=O)OCCl Chloromethyl Dodecanoate